6-oxaestra-1,3,5(10),8(9)-tetraen C[C@@]12CCC[C@H]1C=1COC=3C=CC=CC3C1CC2